FC(OC1=NC=CC(=C1)CNC(=O)NC1[C@H]2CC([C@@H](C1)C2)(F)F)F |r| 1-[[2-(difluoromethoxy)pyridin-4-yl]methyl]-3-[rac-(1R,4R)-5,5-difluoro-2-bicyclo[2.2.1]heptanyl]urea